tert-butyl (R)-4-(2-((1-(3,6-dimethyl-2-(4-methyltetrahydro-2H-pyran-4-yl)-4-oxo-3,4-dihydroquinazolin-8-yl)ethyl)amino)-5-fluorophenyl)piperidine-1-carboxylate CN1C(=NC2=C(C=C(C=C2C1=O)C)[C@@H](C)NC1=C(C=C(C=C1)F)C1CCN(CC1)C(=O)OC(C)(C)C)C1(CCOCC1)C